decahydronaphthalene-2,4-dicarboxylic acid C1C(CC(C2CCCCC12)C(=O)O)C(=O)O